(2-hydroxyethyl)isocyanuric acid triacrylate C(C=C)(=O)O.C(C=C)(=O)O.C(C=C)(=O)O.OCCN1C(=O)NC(=O)NC1=O